ClC=1C=C(C(=O)NC2=CC=C(C=C2)C2(CCC2)C(NC2=NC=C(C=C2)F)=O)C=CC1 3-chloro-N-(4-{1-[(5-fluoropyridin-2-yl)carbamoyl]cyclobutyl}phenyl)benzamide